(E)-bromo-3-diphenylmethyleneindoline BrN1CC(C2=CC=CC=C12)=C(C1=CC=CC=C1)C1=CC=CC=C1